4-fluoro-N-[4-fluoro-2-[(3S)-3,4-dimethylpiperazin-1-yl]-5-[2-[(2R)-2-methylmorpholin-4-yl]pyrimidin-5-yl]phenyl]-2-(trifluoromethyl)benzamide FC1=CC(=C(C(=O)NC2=C(C=C(C(=C2)C=2C=NC(=NC2)N2C[C@H](OCC2)C)F)N2C[C@@H](N(CC2)C)C)C=C1)C(F)(F)F